α-methyl-(p-chlorobenzoyl)-5-methoxy-2-methyl-indole-3-acetic acid CC(C(=O)O)C1=C(NC2=CC=C(C(=C12)C(C1=CC=C(C=C1)Cl)=O)OC)C